2-amino-6-fluoro-N-(4-(4-((tetrahydrofuran-3-yl)sulfonyl)piperazin-1-yl)pyridin-3-yl)pyrazolo[1,5-a]pyrimidine-3-carboxamide NC1=NN2C(N=CC(=C2)F)=C1C(=O)NC=1C=NC=CC1N1CCN(CC1)S(=O)(=O)C1COCC1